C(=O)(O)C=1C(=NC=CC1)C1=NC=CC=C1C1=NC=CC=C1 carboxyterpyridine